BrC=1C=C(C(=NC1)N[C@@H]1C[C@@H](CCC1)NC(OC(C)(C)C)=O)[N+](=O)[O-] tert-butyl ((1R,3S)-3-((5-bromo-3-nitropyridin-2-yl)amino)cyclohexyl)carbamate